[Fe].C(C)C=1N(C=CN1)CC1=CC=C(C=C1)C1=C(SC(=C1)CC(C)C)S(=O)(=O)NC1=NC=CC=N1 3-(4-((2-Ethyl-1H-imidazol-1-yl)methyl)phenyl)-5-isobutyl-N-(pyrimidin-2-yl)thiophene-2-sulfonamide iron